Tertbutyl 3-{6-[(2,6-dichlorophenyl)methoxy]-2H-spiro[1-benzofuran-3,4'-piperidine]-1'-yl}cyclobutane-1-carboxylate ClC1=C(C(=CC=C1)Cl)COC1=CC2=C(C=C1)C1(CCN(CC1)C1CC(C1)C(=O)OC(C)(C)C)CO2